O=C(C[C@H](C(=O)N[C@@H](CCCC1=CC=CC=C1)B(O)O)NC(=O)C1=NC=CN=C1)N1CCCCC1 ((R)-1-((R)-4-oxo-4-(piperidin-1-yl)-2-(pyrazine-2-carboxamido)butanamido)-4-phenylbutyl)boronic acid